N1[C@@H](CC[C@]12COCC2)C=2C=1N(C=CC2)C(=C(N1)C#CCNC1=C(C=C(C=C1)S(=O)(=O)C)OC)CC(F)(F)F N-(3-(8-((2S,5S)-7-oxa-1-azaspiro[4.4]nonan-2-yl)-3-(2,2,2-trifluoroethyl)imidazo[1,2-a]pyridin-2-yl)prop-2-yn-1-yl)-2-methoxy-4-(methylsulfonyl)aniline